[Si]([O-])([O-])(O)O.[Si](O)(O)(O)O.[Ca+2].CC1=CC=C(C=C1)S(=O)(=O)C(C=O)CC 2-(p-toluenesulfonyl)butanal calcium silicate (silicate)